C(C)(=O)O[C@@H]1COC=C[C@H]1OC(C)=O [(3R,4R)-4-acetoxy-3,4-dihydro-2H-pyran-3-yl] acetate